(E)-3-chloro-4-(fluoromethoxy)-6-hydroxy-5-((2E,4E)-5-((1R,2R,6R,E)-3-(hydroxyimino)-1,2,6-trimethylcyclohexyl)-3-methylpenta-2,4-dien-1-yl)-2-methylbenzaldehyde O-methyloxime CO\N=C\C1=C(C(=C(C(=C1O)C\C=C(\C=C\[C@@]1([C@H](/C(/CC[C@H]1C)=N/O)C)C)/C)OCF)Cl)C